ClC1=C(C=CC(=C1)F)C=1CCC=2C=CC(=CC2C1C1=CC=C(C=C1)N[C@@H]1CN(CC1)CCCF)O 7-(2-Chloro-4-fluorophenyl)-8-[4-[[(3S)-1-(3-fluoropropyl)pyrrolidin-3-yl]amino]phenyl]-5,6-dihydronaphthalin-2-ol